1-octadecyl-2-(8Z,11Z,14Z-eicosatrienoyl)-glycero-3-phosphoserine CCCCCCCCCCCCCCCCCCOC[C@H](COP(=O)(O)OC[C@@H](C(=O)O)N)OC(=O)CCCCCC/C=C\C/C=C\C/C=C\CCCCC